(8-bromo-7-methoxy-1-propyl-4,5-dihydrobenzo[g]indazol-3-yl)-(3,3-dimethylmorpholin-4-yl)methanone BrC1=CC2=C(CCC=3C(=NN(C23)CCC)C(=O)N2C(COCC2)(C)C)C=C1OC